zirconium tetra(monoethyl-ethoxide) C(C)C([O-])C.C(C)C([O-])C.C(C)C([O-])C.C(C)C([O-])C.[Zr+4]